1-(6-Bromo-1-methyl-1H-pyrazolo[4,3-b]pyridin-3-yl)dihydropyrimidine-2,4(1H,3H)dione BrC=1C=C2C(=NC1)C(=NN2C)N2C(NC(CC2)=O)=O